CN(C(=S)SSSSCCC[Si](OC)(OC)OC)C gamma-trimethoxysilylpropyl dimethyl-thiocarbamoyl tetrasulfide